ClCCC[C@@]1(NC[C@@H](C1)O)C(=O)OC methyl (2S,4R)-2-(3-chloropropyl)-4-hydroxypyrrolidine-2-carboxylate